1-(2-hydroxybutyl)-3-(3-phenyl-2-(pyridin-2-yl)quinolin-6-yl)urea OC(CNC(=O)NC=1C=C2C=C(C(=NC2=CC1)C1=NC=CC=C1)C1=CC=CC=C1)CC